C(C1=CC=CC=C1)N1C(C(NC2=CC=C(C=C12)OC)=O)C(F)F 4-benzyl-3-(difluoromethyl)-6-methoxy-3,4-dihydroquinoxalin-2(1H)-one